OC(=O)C(F)(F)F.C1=NC(=CC2=CC=CC=C12)C1=CC2=C(OC3(CCNCC3)OC2)C=C1 6-(3-isoquinolyl)spiro[4H-1,3-benzodioxine-2,4'-piperidine] TFA salt